4-{[2-(3-{[6-(4-hydroxypiperidine-1-carbonyl)pyridin-3-yl]amino}prop-1-yn-1-yl)-1-(2,2,2-trifluoroethyl)-1H-indol-4-yl]amino}-1λ6-thiane-1,1-dione OC1CCN(CC1)C(=O)C1=CC=C(C=N1)NCC#CC=1N(C2=CC=CC(=C2C1)NC1CCS(CC1)(=O)=O)CC(F)(F)F